COC1=NC2=CC3=C(C=C2C=C1C)OCC[C@H]1N(C3=O)CCN(C1)C(=O)OC(C)(C)C tert-butyl (R)-11-methoxy-10-methyl-14-oxo-1,2,4,4a,5,6-hexahydro-3H,14H-pyrazino[1',2':5,6][1,5]oxazocino[2,3-g]quinoline-3-carboxylate